N1(C=NC=C1)C1=CC=CC(=N1)C(=O)NC1CCN(CC1)C(=O)OC methyl 4-(6-(1H-imidazol-1-yl)picolinamido)piperidine-1-carboxylate